N-(3-(5-(((2R,3S)-1-acryloyl-3-methoxypyrrolidin-2-yl)methoxy)-6-aminopyrimidin-4-yl)-5-fluoro-2-methylphenyl)-4-cyclopropyl-2-fluorobenzamide C(C=C)(=O)N1[C@@H]([C@H](CC1)OC)COC=1C(=NC=NC1N)C=1C(=C(C=C(C1)F)NC(C1=C(C=C(C=C1)C1CC1)F)=O)C